(6S)-6-[2-Chloro-3-(pyrazolo-[1,5-a]pyridin-5-ylamino)-phenyl]-2-imino-6-methyl-3-(tetrahydropyran-4-yl)hexahydropyrimidin-4-one ClC1=C(C=CC=C1NC1=CC=2N(C=C1)N=CC2)[C@@]2(CC(N(C(N2)=N)C2CCOCC2)=O)C